BrC1=NC(=CC(=C1)B1OC(C(O1)(C)C)(C)C)C1(COCCC1)OC 2-Bromo-6-(3-methoxytetrahydro-2H-pyran-3-yl)-4-(4,4,5,5-tetramethyl-1,3,2-dioxaborolan-2-yl)pyridine